4a-(2,6-Dimethylphenyl)octahydro-2H-benzo[b][1,4]oxazine hydrochloride Cl.CC1=C(C(=CC=C1)C)C12C(OCCN1)CCCC2